(2-chloro-3-methoxyphenyl)-[rel-(3R,9aR)-3-(1H-benzimidazol-2-yl)-3-hydroxy-1,4,6,7,9,9a-hexahydropyrazino[2,1-c][1,4]oxazin-8-yl]methanone ClC1=C(C=CC=C1OC)C(=O)N1C[C@@H]2CO[C@@](CN2CC1)(O)C1=NC2=C(N1)C=CC=C2 |o1:13,16|